Br[C@H]1[C@@H]2N(C([C@H]1C=C2C(F)(F)F)=O)C(=O)OC(C)(C)C tert-Butyl (1R,4R,7R)-7-bromo-3-oxo-6-(trifluoromethyl)-2-azabicyclo[2.2.1]hept-5-ene-2-carboxylate